N-((3S,4S)-4-(3-chlorophenyl)-1-(imidazo[1,5-a]pyridine-8-carbonyl)piperidin-3-yl)-4-fluoro-7-methoxy-1H-benzo[d]imidazole-2-carboxamide ClC=1C=C(C=CC1)[C@H]1[C@@H](CN(CC1)C(=O)C=1C=2N(C=CC1)C=NC2)NC(=O)C2=NC1=C(N2)C(=CC=C1F)OC